OC(=O)C(F)(F)F.OC(=O)C(F)(F)F.OC12CC3(CC(CC(C1)C3)C2)CNCCN2C3CC(CC2CC3)C=3C=C(C(=O)N)C=CC3 3-endo-(8-{2-[(3-hydroxy-adamantan-1-ylmethyl)amino]ethyl}-8-azabicyclo[3.2.1]oct-3-yl)benzamide bisTFA salt